(R)-5-(3-((6-Morpholinopyrimidin-4-yl)amino)piperidin-1-yl)pyrazine-2-carbonitrile O1CCN(CC1)C1=CC(=NC=N1)N[C@H]1CN(CCC1)C=1N=CC(=NC1)C#N